3-(4-hydroxyphenyl)-4-(4-methoxy-3-fluorophenyl)-8-methylchroman-7-ol OC1=CC=C(C=C1)C1COC2=C(C(=CC=C2C1C1=CC(=C(C=C1)OC)F)O)C